2,4-dihydroxyl-thioxanthone OC1=CC=2C(C3=CC=CC=C3SC2C(=C1)O)=O